CN(C1=CC=C(S1)C=C1C(=NOC1=O)C1=CC=C(C#N)C=C1)C 4-(4-((5-(dimethylamino)thiophen-2-yl)methylene)-5-oxo-4,5-dihydroisoxazol-3-yl)benzonitrile